N,N-dihydroxyethyl-decoxypropyl-amine ON(O)CCC(OCCCCCCCCCC)CC